4-[[(E)-2-(aminomethyl)-3-fluoro-allyl]-methyl-amino]-N-tert-butylbenzamide hydrochloride Cl.NC/C(/CN(C1=CC=C(C(=O)NC(C)(C)C)C=C1)C)=C\F